[Be].OC1=C(C=CC=C1)C=1SC2=C(N1)C=CC=C2 2-(2-hydroxyphenyl)benzothiazole beryllium